6-(6'-amino-6-((dimethylamino)methyl)-2'-fluoro-5-morpholino-[2,3'-bipyridin]-5'-yl)-4-fluoroisoquinolin-1(2H)-one NC1=C(C=C(C(=N1)F)C1=NC(=C(C=C1)N1CCOCC1)CN(C)C)C=1C=C2C(=CNC(C2=CC1)=O)F